((2S,3R)-2-(cyclopentyloxy)-3-(3,5-dimethoxy-4-methylphenyl)-3-hydroxypropyl)-4-methoxypyrazolo[1,5-a]pyridine-7-carboxylic acid C1(CCCC1)O[C@@H](CC1=NN2C(C(=CC=C2C(=O)O)OC)=C1)[C@H](O)C1=CC(=C(C(=C1)OC)C)OC